Cl.NCCOCCOCC(=O)N[C@H](C(=O)N1[C@@H](C[C@H](C1)O)C(=O)NCC1=CC=C(C=C1)C1=C(N=CS1)C)C(C)(C)C (2S,4R)-1-((S)-2-(2-(2-(2-Aminoethoxy)ethoxy)acetamido)-3,3-dimethylbutanoyl)-4-hydroxy-N-(4-(4-methylthiazol-5-yl)benzyl)pyrrolidine-2-carboxamide hydrochloride salt